(R)-3-((4-(3,5-dimethylisoxazol-4-yl)-2-nitrophenyl)amino)cyclopentanone Tert-butyl-(R)-3,3-difluoro-4-(piperazin-1-yl)piperidine-1-carboxylate C(C)(C)(C)OC(=O)N1CC([C@@H](CC1)N1CCNCC1)(F)F.CC1=NOC(=C1C1=CC(=C(C=C1)N[C@H]1CC(CC1)=O)[N+](=O)[O-])C